6-(6-methoxy-5-{[(1S,2R)-2-phenylcyclopropyl]carbamoyl}-pyridin-3-yl)-N-methyl-1H-indazole-3-carboxamide COC1=C(C=C(C=N1)C1=CC=C2C(=NNC2=C1)C(=O)NC)C(N[C@@H]1[C@H](C1)C1=CC=CC=C1)=O